5-(5-Cyano-2-cyclopropoxyphenyl)-N-((3R,5S)-5-(fluoromethyl)pyrrolidin-3-yl)oxazole-2-carboxamide C(#N)C=1C=CC(=C(C1)C1=CN=C(O1)C(=O)N[C@H]1CN[C@@H](C1)CF)OC1CC1